C(C)OC(\C(\C)=C/C(=O)[O-])=O ethylcitraconate